NC1=NC=NC=2N(C3=CC(=C(C=C3C21)C)F)CC(=O)O 2-(4-amino-7-fluoro-6-methyl-9H-pyrimido[4,5-b]indol-9-yl)acetic acid